C(C)C1(C(O[C@H](C1)CCN1[C@H](CN(CC1)C1=CC=C(C=C1)F)C)=O)CC (R)-3,3-di-ethyl-5-(2-((S)-4-(4-fluorophenyl)-2-methylpiperazin-1-yl)ethyl)dihydrofuran-2(3H)-one